C(C1=CC=CC=C1)OC[C@H](N)C(=O)O D-O-Benzylserine